1-octyl-5-butylthiazole bromide salt [Br-].C(CCCCCCC)S1C=NC=C1CCCC